5-(2-(2-(3-chloro-5-(trifluoromethyl)phenyl)-5-methylpiperidin-1-yl)-2-oxoacetamido)Nicotinamide ClC=1C=C(C=C(C1)C(F)(F)F)C1N(CC(CC1)C)C(C(=O)NC=1C=NC=C(C(=O)N)C1)=O